CC12C(CN(C1)C)NCC2 3a,5-Dimethyloctahydropyrrolo[2,3-c]pyrrole